[N+](=O)([O-])C=1C=C(C=CC1)N (3-Nitro-Phenyl)-Amine